Ethyl 4-oxo-4,5,6,7-tetrahydrobenzo[b]thiophene-2-carboxylate O=C1CCCC=2SC(=CC21)C(=O)OCC